3-O-(2-azido-3,4,6-tri-O-benzyl-2-deoxy-β-D-glucopyranosyl)-2,4-di-O-benzyl-1-O-levulinyl-5-O-(4-methoxyphenyl)-D-ribitol N(=[N+]=[N-])[C@H]1[C@@H](O[C@@H]([C@H]([C@@H]1OCC1=CC=CC=C1)OCC1=CC=CC=C1)COCC1=CC=CC=C1)O[C@@H]([C@H](COC(CCC(=O)C)=O)OCC1=CC=CC=C1)[C@H](OCC1=CC=CC=C1)COC1=CC=C(C=C1)OC